2-(5-bromo-2-hydroxy-3-(4-methylbenzoyloxy)benzylideneamino)-3-(4-hydroxyphenyl)propanoic acid BrC=1C=C(C(=C(C=NC(C(=O)O)CC2=CC=C(C=C2)O)C1)O)OC(C1=CC=C(C=C1)C)=O